(R)-5-(3-((tert-butoxycarbonyl)(methyl)-amino)pyrrolidin-1-yl)pyrimidine-2-carboxylic acid C(C)(C)(C)OC(=O)N([C@H]1CN(CC1)C=1C=NC(=NC1)C(=O)O)C